N-(3-(difluoromethyl)-1-(1-((5-(2,6-dioxopiperidin-3-yl)-2-fluoropyridin-3-yl)methyl)piperidin-4-yl)-1H-pyrazol-4-yl)-5-morpholinopyrazolo[1,5-a]pyrimidine-3-carboxamide FC(C1=NN(C=C1NC(=O)C=1C=NN2C1N=C(C=C2)N2CCOCC2)C2CCN(CC2)CC=2C(=NC=C(C2)C2C(NC(CC2)=O)=O)F)F